C1(CC1)C1=NC=NC(=C1C=1N=CC2=C(N1)C(=NN2CC(F)(F)F)CC2=CC=C(C=C2)C=2N(C=C(N2)C(F)(F)F)C)OC 5-(4-cyclopropyl-6-methoxy-pyrimidin-5-yl)-3-[[4-[1-methyl-4-(trifluoromethyl)imidazol-2-yl]phenyl]methyl]-1-(2,2,2-trifluoroethyl)pyrazolo[4,3-d]pyrimidine